N-((2S,3R,4R,5R)-2,3,4,5,6-pentahydroxyhexyl)-[1,1'-biphenyl]-4-carboxamide O[C@@H](CNC(=O)C1=CC=C(C=C1)C1=CC=CC=C1)[C@H]([C@@H]([C@@H](CO)O)O)O